methyl 3-(N-(4-chloro-5-cyano-2-(piperidin-2-yl)phenyl)sulfamoyl)-4-cyclopropylbenzoate ClC1=CC(=C(C=C1C#N)NS(=O)(=O)C=1C=C(C(=O)OC)C=CC1C1CC1)C1NCCCC1